3-(5-(((S)-1-(5-(4-fluorophenyl)pyridineformyl)piperidin-2-yl)methoxy)-1-oxo-isoindolin-2-yl)piperidine-2,6-dione FC1=CC=C(C=C1)C=1C=CC(=NC1)C(=O)N1[C@@H](CCCC1)COC=1C=C2CN(C(C2=CC1)=O)C1C(NC(CC1)=O)=O